tert-butyl N-[2-(2-{[5-(4-aminophenyl)penta-2,4-diyn-1-yl][(9H-fluoren-9-ylmethoxy)carbonyl]amino}ethoxy)ethyl]carbamate NC1=CC=C(C=C1)C#CC#CCN(CCOCCNC(OC(C)(C)C)=O)C(=O)OCC1C2=CC=CC=C2C=2C=CC=CC12